C(C)OC(=O)N1CCC(CC1)(CO)F 4-fluoro-4-(hydroxymethyl)piperidine-1-carboxylic acid ethyl ester